(S)-4-chloro-N-(3-fluoro-5-(phenylethynyl)pyridin-2-yl)-1-((tetrahydrofuran-3-yl)methyl)-1H-pyrazole-5-carboxamide ClC=1C=NN(C1C(=O)NC1=NC=C(C=C1F)C#CC1=CC=CC=C1)C[C@H]1COCC1